CN1C(NC=CC1=O)=O 3-methyl-pyrimidine-2,4-dione